C(C)(C)(C)OP(OC(C)(C)C)(=O)CC1=C(C=C(C=C1)CBr)F (4-(bromomethyl)-2-fluorobenzyl)phosphonic acid di-tert-butyl ester